1-(6-(4-((3-chloro-5-(trifluoromethyl)pyridin-2-yl)oxy)phenyl)pyridin-2-yl)ethane-1,2-diol ClC=1C(=NC=C(C1)C(F)(F)F)OC1=CC=C(C=C1)C1=CC=CC(=N1)C(CO)O